(S)-2-(3-hydroxypyrrolidine-1-yl)oxazole-4-carboxylic acid ethyl ester C(C)OC(=O)C=1N=C(OC1)N1C[C@H](CC1)O